O=C1NC(CCC1N1C(C2=CC=C(C=C2C1)NCCCCC(=O)OC)=O)=O methyl 5-((2-(2,6-dioxopiperidin-3-yl)-1-oxoisoindolin-5-yl)amino)pentanoate